[Sr].[Cd].[Se].[Zn].[Cd].[Se].NC=1SC(=CN1)C(C)O 1-(2-aminothiazole-5-yl)ethan-1-ol selenium-cadmium-zinc-selenium-cadmium-strontium